2-fluoro-1-(3-((3-((6-(trifluoromethyl)pyridin-3-yl)amino)pyrazin-2-yl)amino)azetidin-1-yl)prop-2-en-1-one FC(C(=O)N1CC(C1)NC1=NC=CN=C1NC=1C=NC(=CC1)C(F)(F)F)=C